2-chloro-N-(3-(4-fluorophenyl)-3-hydroxypropyl-1,1,3-d3)acetamide ClCC(=O)NC(CC([2H])(O)C1=CC=C(C=C1)F)([2H])[2H]